N-(2-(((1r,3r,5r,7r)-adamantan-2-yl)amino)ethyl)-5-(4-chloro-phenyl)-1-(2,4-dichlorophenyl)-4-methyl-1H-pyrazole-3-carboxamide C12C(C3CC(CC(C1)C3)C2)NCCNC(=O)C2=NN(C(=C2C)C2=CC=C(C=C2)Cl)C2=C(C=C(C=C2)Cl)Cl